FC1=C(C=CC(=C1)F)C1=CC(=CC=C1C)[C@H](CC(=O)[O-])NC(=O)NC=1C(N(C=CC1[O-])C)=O.[Na+].[Na+] sodium (S)-3-(2',4'-difluoro-6-methylbiphenyl-3-yl)-3-(3-(1-methyl-4-oxido-2-oxo-1,2-dihydro pyridin-3-yl)ureido)propanoate